CC1=NN(C(=C1)C)C=1C=C(C=CC1)[C@H](CC(=O)OC)CN1CC2(C1)CN(C2)CCC2=NC=1NCCCC1C=C2 methyl (S)-3-(3-(3,5-dimethyl-1H-pyrazol-1-yl)phenyl)-4-(6-(2-(5,6,7,8-tetrahydro-1,8-naphthyridin-2-yl)ethyl)-2,6-diazaspiro[3.3]heptane-2-yl)butanoate